n-eicosyl octacosyl ether C(CCCCCCCCCCCCCCCCCCCCCCCCCCC)OCCCCCCCCCCCCCCCCCCCC